COCOC1=CC=CC=C1 2-(methoxymethoxy)benzene